6-bromo-1-tetrahydropyran-2-yl-indazole-4-carbaldehyde BrC=1C=C(C=2C=NN(C2C1)C1OCCCC1)C=O